N-Boc-1,3-propylenediamine C(=O)(OC(C)(C)C)NCCCN